NC1=C(C(=C(C=C1)CC1=CC=CC=C1)N)N triaminodiphenyl-methane